5-(4-(oxetan-3-yl)piperazin-1-yl)benzoic acid O1CC(C1)N1CCN(CC1)C=1C=CC=C(C(=O)O)C1